FC1=CC=C(C(=O)N[C@H](C(=O)NC2=CC=C(C=C2)S(NC2CCN(CC2)C)(=O)=O)CC2=CC=CC=C2)C=C1 (S)-4-fluoro-N-(1-(4-(N-(1-methylpiperidin-4-yl)sulfamoyl)phenylamino)-1-oxo-3-phenylpropan-2-yl)benzamide